fluoro-N-(6-(4-(1-hydroxypropan-2-yl)-4H-1,2,4-triazol-3-yl)pyridin-2-yl)-1-methyl-2-oxo-2,3,4,5-tetrahydro-1H-benzo[b]azepine-8-carboxamide FC1CCC2=C(N(C1=O)C)C=C(C=C2)C(=O)NC2=NC(=CC=C2)C2=NN=CN2C(CO)C